benzyl (5S)-5-amino-3,3-dimethyl-piperidine-1-carboxylate N[C@H]1CC(CN(C1)C(=O)OCC1=CC=CC=C1)(C)C